2-isobutyl-2,4-dimethyl-3,6-dihydro-2H-pyran C(C(C)C)C1(OCC=C(C1)C)C